2-fluoro-N-((2R)-1-(7-(4-fluorophenyl)-3,9-diazaspiro[5.5]undecan-3-yl)-3-methyl-1-oxobutan-2-yl)-5-(trifluoromethyl)benzamide FC1=C(C(=O)N[C@@H](C(=O)N2CCC3(CC2)C(CNCC3)C3=CC=C(C=C3)F)C(C)C)C=C(C=C1)C(F)(F)F